CC(CC1=NN=CN1C)(C)C=1C=C(C=CC1)NC(=O)C=1C(N(C=C(C1)CN1CCCCC1)CC(F)(F)F)=O N-(3-(2-methyl-1-(4-methyl-4H-1,2,4-triazol-3-yl)propan-2-yl)phenyl)-2-oxo-5-(piperidin-1-ylmethyl)-1-(2,2,2-trifluoroethyl)-1,2-dihydropyridine-3-carboxamide